BrC1=CC=2N(C(N(C(C2S1)=O)C=1C=NC=C(C1C)F)=O)CCC#N 3-(6-bromo-3-(5-fluoro-4-methylpyridin-3-yl)-2,4-dioxo-3,4-dihydrothieno[3,2-d]pyrimidin-1(2H)-yl)propionitrile